6-cyclopropylquinolin-3-amine C1(CC1)C=1C=C2C=C(C=NC2=CC1)N